C(C1=CC=CC=C1)(C1=CC=CC=C1)N1C2CN(CC1CC2)C(=O)C=2C(=C1CN(C(C1=CC2)=O)C2C(NC(CC2)=O)=O)F 3-(5-(8-benzhydryl-3,8-diazabicyclo[3.2.1]octane-3-carbonyl)-4-fluoro-1-oxoisoindolin-2-yl)piperidine-2,6-dione